FC1=C(C(=CC=C1)OC)C1=NC=CC2=C1CN(C2=O)C2=NC(=CC(=C2)C)N2[C@@H](CNCC2)C 4-(2-fluoro-6-methoxyphenyl)-2-(4-methyl-6-((R)-2-methylpiperazin-1-yl)pyridin-2-yl)-2,3-dihydro-1H-pyrrolo[3,4-c]pyridin-1-one